C[Si]1(OCC(O1)C)CSC(C)=O thioacetic acid S-(2,4-dimethyl-[1,3,2]dioxasilolan-2-ylmethyl) ester